NC=1C2=C(N=CN1)N(C(=C2C=2C=NC(=NC2)C(F)(F)F)C#N)C(CC)C=2N=NN(C2)C2=C(C(=CC=C2)F)F 4-Amino-7-{1-[1-(2,3-difluorophenyl)-1H-1,2,3-triazol-4-yl]propyl}-5-[2-(trifluoromethyl)pyrimidin-5-yl]-7H-pyrrolo[2,3-d]pyrimidin-6-carbonitrile